C1CCC12N(CCC2)CCN 2-(5-azaspiro[3.4]oct-5-yl)ethylamine